5-[(2S,4R)-4-[4-(2,4-difluorophenyl)-6,7-dimethyl-pteridin-2-yl]tetrahydropyran-2-yl]-1-methyl-pyridin-2-one FC1=C(C=CC(=C1)F)C1=NC(=NC2=NC(=C(N=C12)C)C)[C@H]1C[C@H](OCC1)C=1C=CC(N(C1)C)=O